C1(=CC=CC=C1)C(C#N)=CCC 2-phenylpent-2-enenitrile